2-(3,5-dichlorophenyl)benzo[d]oxazole-6-carboxylic acid 3-methyl-6,7-dihydro-5H-pyrrolo[1,2-c]imidazol-7-yl ester CC1=NC=C2N1CCC2OC(=O)C2=CC1=C(N=C(O1)C1=CC(=CC(=C1)Cl)Cl)C=C2